Cl.FC1=C(C=C2CCC=C(C2=C1)CN)OC (7-fluoro-6-methoxy-3,4-dihydronaphthalen-1-yl)methylamine, hydrochloride